(5S)-2-{[1-Benzyl-5-(trifluoromethyl)-1H-pyrazol-3-yl]methyl}-3-oxo-2,3,5,6,7,8-hexahydro[1,2,4]triazolo[4,3-a]pyridin C(C1=CC=CC=C1)N1N=C(C=C1C(F)(F)F)CN1N=C2N(CCCC2)C1=O